C(C)(C)(C)OC(=O)N1CCC(CC1)(C)C=1OC2=C(N1)C=C(C=C2)Br 4-(5-bromo-1,3-benzoxazol-2-yl)-4-methylpiperidine-1-carboxylic acid tert-butyl ester